C1(CCCCC1)P(C1CCCCC1)(C1CCCCC1)=O tricyclohexylphosphine oxide